alpha-cyano-4-hydroxycinnamate C(#N)C(C(=O)[O-])=CC1=CC=C(C=C1)O